6-bromo-5-(bromomethyl)indole-1-carboxylic acid 2-methylpropan-2-yl ester CC(C)(C)OC(=O)N1C=CC2=CC(=C(C=C12)Br)CBr